N-{3-[5-(ethylamino)-2H-pyrazolo[3,4-b]pyridin-2-yl]-4-fluorophenyl}-3-fluoroazetidine C(C)NC1=CC=2C(N=C1)=NN(C2)C=2C=C(C=CC2F)N2CC(C2)F